disodium ethyldiaminodi(o-hydroxy p-methylphenyl)-acetate C(C)OC(C(C1=C(C(=C(C(=C1)N)C)N)O)C1=C(C=C(C=C1)C)O)=O.[Na].[Na]